C1(=CC=CC=2OC3=C(C21)C=CC=C3)C3=CC=C(C=C3)N(C=3C2=CC=CC=C2C=2C=CC=CC2C3)C3=CC=C(C=C3)C3=CC2=CC=CC=C2C=C3 4-(dibenzofuran-1-yl)phenyl-4-(naphthalen-2-yl)phenyl-phenanthren-9-yl-amine